(R)-6-(4-chlorobenzyl)-2-(5-fluoropyridin-2-yl)-9-isopropyl-2,6,9-triazaspiro[4.5]decane-7,10-dione ClC1=CC=C(CN2[C@@]3(CCN(C3)C3=NC=C(C=C3)F)C(N(CC2=O)C(C)C)=O)C=C1